(3-trifluoromethylphenyl)propionyl chloride FC(C=1C=C(C=CC1)CCC(=O)Cl)(F)F